C=1N=CN2C1C1=CC=CC=C1[C@@H]2[C@@H]2[C@H](C1CCC2CC1)O (2S,3R)-3-((S)-5H-Imidazo[5,1-a]isoindol-5-yl)bicyclo[2.2.2]octan-2-ol